1-(3,3-dinitroazetidin-1-yl)ethan-1-one [N+](=O)([O-])C1(CN(C1)C(C)=O)[N+](=O)[O-]